FC(C1=C(NC=C1)C(=O)O)(F)F 3-(trifluoromethyl)-1H-pyrrole-2-carboxylic acid